4-((5-(3,4-difluorophenyl)-1-(naphthalen-2-ylmethyl)-1H-indazole-7-carboxamido)methyl)benzoic acid FC=1C=C(C=CC1F)C=1C=C2C=NN(C2=C(C1)C(=O)NCC1=CC=C(C(=O)O)C=C1)CC1=CC2=CC=CC=C2C=C1